C(C1=CC=CC=C1)N1CCC=2C(=C(C=NC2C1)C(=O)OC)O methyl 7-benzyl-4-hydroxy-5,6,7,8-tetrahydro-1,7-naphthyridine-3-carboxylate